(R)-1-methyl-4-(4-((1-(2-(trifluoromethyl)pyrimidin-5-yl)ethyl)amino)quinazolin-6-yl)piperazin-2-one CN1C(CN(CC1)C=1C=C2C(=NC=NC2=CC1)N[C@H](C)C=1C=NC(=NC1)C(F)(F)F)=O